FC1=C(C(=O)OC(C)(C)C)C(=CC(=C1F)F)C1=CC=NC=C1 Tert-butyl 2,3,4-trifluoro-6-(pyridin-4-yl)benzoate